FC(C1=NC2=C(C=C1)CNCC21CC1)(F)F 2-(trifluoromethyl)spiro[6,7-dihydro-1,6-naphthyridine-8,1'-cyclopropane]